CN1CC(C(CC1)CC=1SC2=C(N1)C=C(C=C2)C=2CC[C@@H](CN2)C)C 2-[(1,3-dimethyl-4-piperidyl)methyl]-5-[(3S)-3-methyl-2,3,4,5-tetrahydropyridin-6-yl]-1,3-benzothiazole